(6-amino-5-methyl-3-pyridyl)-2-[(2R,4R,5S)-4,5-dimethyl-2-phenyl-1-piperidyl]-2-oxo-acetamide NC1=C(C=C(C=N1)NC(C(=O)N1[C@H](C[C@H]([C@@H](C1)C)C)C1=CC=CC=C1)=O)C